2-methoxy-6-((1,2,3,4-tetrahydro-9H-carbazol-9-yl)methyl)benzoic acid COC1=C(C(=O)O)C(=CC=C1)CN1C2=CC=CC=C2C=2CCCCC12